C1(=CC=CC=C1)CC[C@H](C)N1C=NC(=C1)C(=O)O 1-[(2S)-4-phenylbutane-2-yl]1H-imidazole-4-carboxylic acid